(R)-2-((1-(2-cyano-3-(4-(2,2-difluoroethyl)piperazin-1-yl)-7-methylquinoxalin-5-yl)ethyl)amino)benzoic acid C(#N)C1=NC2=CC(=CC(=C2N=C1N1CCN(CC1)CC(F)F)[C@@H](C)NC1=C(C(=O)O)C=CC=C1)C